COCCCCCCCCCCCCCCCC1=CC(CCC1(C)C)=O 3-(15-methoxypentadecyl)-4,4-dimethylcyclohex-2-en-1-one